2-[5-iodo-2-(4-pentylphenyl)phenoxy]ethanol IC=1C=CC(=C(OCCO)C1)C1=CC=C(C=C1)CCCCC